C(C)N1C2=CC=C(C=C2C=2C=C(C=CC12)C(C)=O)C(C1=CC=CC=C1)=O 1-[9-ethyl-6-benzoyl-9H-carbazol-3-yl]-ethanone